N-acryloyl-N-((8-(4-(trifluoromethyl)phenyl)-1,2,3,4-tetrahydroisoquinolin-6-yl)methyl)glycine C(C=C)(=O)N(CC(=O)O)CC=1C=C2CCNCC2=C(C1)C1=CC=C(C=C1)C(F)(F)F